ClC=1C=C(C=CC1)C(CC(=O)NC)CCCN1CCCCC1 3-(3-chlorophenyl)-N-methyl-6-(piperidin-1-yl)hexanamide